(11S,13S,17S)-4,11-dihydroxy-1,13-dimethyl-7,8,9,11,12,13,14,15,16,17-decahydro-6H-cyclopenta[a]phenanthrene-17-carboxamide OC1=CC=C(C=2C3[C@H](C[C@@]4([C@H](CCC4C3CCC12)C(=O)N)C)O)C